N1N=C(C=C1)N1CC2(CC1)CCN(CC2)C=2C1=C(N=C(N2)C2=CC=NC=C2)C=NC=C1 4-(2-(1H-pyrazol-3-yl)-2,8-diazaspiro[4.5]decan-8-yl)-2-(pyridin-4-yl)pyrido[3,4-d]pyrimidine